O[C@H]1CC[C@@H]2C(C[C@H]3[C@@H]4CC[C@H]([C@@H](C[C@H](C)CC)C)[C@]4(CC[C@@H]3[C@]2(C1)C)C)=O (23R)-2α-hydroxy-23-ethyl-5α-cholan-6-one